nickel (II) 2,2,2-trifluoroethyl fluorophosphate P(=O)(OCC(F)(F)F)([O-])F.[Ni+2].FC(COP(=O)([O-])F)(F)F